(2S,3R)-1-[4-[(3R)-3-amino-1,1-dioxo-2,3-dihydrobenzothiophen-6-yl]-7,7-difluoro-5,6-dihydrocyclopenta[d]pyrimidin-2-yl]-2-methyl-azetidin-3-ol N[C@H]1CS(C2=C1C=CC(=C2)C=2C1=C(N=C(N2)N2[C@H]([C@@H](C2)O)C)C(CC1)(F)F)(=O)=O